NCC(=O)O.[Mg] magnesium glycine